BrC=1C=C(C=CC1)N1C(N(C(C(C1=O)=CC=1OC(=CC1)C#C)=O)C1=CC(=CC=C1)Br)=S 1,3-bis(3-bromophenyl)-5-((5-ethynylfuran-2-yl)methylene)-2-thioxodihydropyrimidine-4,6(1H,5H)-dione